C(C)C(COC=1SC2=CC=3C=CSC3C=C2C1)CCCC (2-ethylhexyloxy)-1,5-dithia-s-indacene